C(C)(C)(C)OC(N([C@H](C([2H])([2H])O[Si](C1=CC=CC=C1)(C1=CC=CC=C1)C(C)(C)C)CC=C)C(CC=C)([2H])[2H])=O.BrC1=C(C=C(C(=C1)F)Cl)OCOC 1-Bromo-4-chloro-5-fluoro-2-(methoxymethoxy)benzene tert-butyl-(S)-(but-3-en-1-yl-1,1-d2)(1-((tert-butyldiphenylsilyl)oxy)pent-4-en-2-yl-1,1-d2)carbamate